C(C)(C)(C)OC(=O)N1C[C@H]2CN(C[C@]2(C1)C)C1=NC(=NC=C1Cl)Cl (3aS,6aR)-5-(2,5-dichloropyrimidin-4-yl)-3a-methyl-hexahydropyrrolo[3,4-c]pyrrole-2(1H)-carboxylic acid tert-butyl ester